O=C1N(CCC(N1)=O)C1=NN(C2=C(C=CC=C12)NC(CN1[C@H](CNCC1)C(F)(F)F)=O)C (R)-N-(3-(2,4-dioxotetrahydropyrimidin-1(2H)-yl)-1-methyl-1H-indazol-7-yl)-2-(2-(trifluoromethyl)piperazin-1-yl)acetamide